(R,E)-3-(4-chlorophenyl)-N'-((4-chlorophenyl)sulfonyl)-4-phenyl-N-(2-(sulfamoylamino)ethyl)-4,5-dihydro-1H-pyrazole-1-carboximidamide ClC1=CC=C(C=C1)C1=NN(C[C@H]1C1=CC=CC=C1)/C(/NCCNS(N)(=O)=O)=N/S(=O)(=O)C1=CC=C(C=C1)Cl